(3S)-1-[2-[[5-(2-chloro-4-fluoro-phenyl)-1,8-naphthyridin-2-yl]oxy]propanoyl]piperidine-3-carboxylic acid ClC1=C(C=CC(=C1)F)C1=C2C=CC(=NC2=NC=C1)OC(C(=O)N1C[C@H](CCC1)C(=O)O)C